2-(((1-(cyclopropylmethyl)piperidine-4-carbonyl)oxy)methyl)propane-1,3-diylbis(octadeca-9,12-dienoate) C1(CC1)CN1CCC(CC1)C(=O)OCC(CCCCCCC=CCC=CCCCCCCCC(=O)[O-])CCCCCCC=CCC=CCCCCCCCC(=O)[O-]